5-(2-(1-(benzyloxy)ethyl)-6-cyclopropylimidazo[1,2-a]pyridin-8-yl)-2-oxa-5,7-diazaspiro[3.4]octane-6,8-dione C(C1=CC=CC=C1)OC(C)C=1N=C2N(C=C(C=C2N2C3(COC3)C(NC2=O)=O)C2CC2)C1